tert-butyl 2-bromo-7,7-dimethyl-6,7-dihydropyrazolo[1,5-a]pyrazine-5(4H)-carboxylate BrC1=NN2C(CN(CC2(C)C)C(=O)OC(C)(C)C)=C1